7-(1-(adamantan-1-ylmethyl)-5-methyl-1H-pyrazol-4-yl)-4-(5-(benzo[d]thiazol-2-ylamino)pyrazin-2-yl)-2,2-dimethyl-3,4-dihydro-2H-pyrido[3,2-b][1,4]oxazine-8-carboxylic acid C12(CC3CC(CC(C1)C3)C2)CN2N=CC(=C2C)C2=C(C=3OC(CN(C3N=C2)C2=NC=C(N=C2)NC=2SC3=C(N2)C=CC=C3)(C)C)C(=O)O